NC1CN(C1)C=1C=CC=2N=CN=C(C2N1)NC1=C(C(=CC=C1)Br)F 6-(3-Aminoazetidin-1-yl)-N-(3-bromo-2-fluorophenyl)pyrido[3,2-d]pyrimidin-4-amine